C(C)OP(OCC)N diethylphosphoramidite